2-methoxyethyl (1S,2R,5R)-3-((5-fluoro-6-(4-fluoro-phenoxy)pyridin-3-yl)sulfonyl)-2-(hydroxycarbamoyl)-3,8-diazabicyclo[3.2.1]-octane-8-carboxylate FC=1C=C(C=NC1OC1=CC=C(C=C1)F)S(=O)(=O)N1[C@H]([C@@H]2CC[C@H](C1)N2C(=O)OCCOC)C(NO)=O